4-((3,8-dimethyl-2,3-dihydro-1H-pyrido[2,3-b][1,4]oxazin-7-yl)amino)-N-(3-methoxy-4-(4-methylpiperazin-1-yl)phenyl)-2-oxo-1,2-dihydropyridine-3-carboxamide CC1CNC2=C(O1)N=CC(=C2C)NC2=C(C(NC=C2)=O)C(=O)NC2=CC(=C(C=C2)N2CCN(CC2)C)OC